[C@H]12CN(C[C@H](CC1)N2)C=2C1=C(N=C(N2)OC[C@H]2N(CCC2)C)CN(CC1)C1=C(C=CC=C1C(F)(F)F)F 4-((1R,5S)-3,8-diazabicyclo[3.2.1]octan-3-yl)-7-(2-fluoro-6-(trifluoromethyl)phenyl)-2-(((S)-1-methylpyrrolidin-2-yl)methoxy)-5,6,7,8-tetrahydropyrido[3,4-d]pyrimidine